C(C)(C)OC1=CC(=NC=C1)S(=O)(=O)NC=1C=CC=C2C=CC=NC12 4-isopropoxy-N-(quinolin-8-yl)pyridine-2-sulfonamide